(4-methoxyphenyl)-2,4-dioxo-1,2,3,4-tetrahydropyrimidine COC1=CC=C(C=C1)N1C(NC(C=C1)=O)=O